mono-1-hydroxyl-2-naphthoate dihydrate O.O.OC1=C(C=CC2=CC=CC=C12)C(=O)O